NC(/C=C/CCC(=O)O)=O (E)-6-amino-6-oxohexane-4-enoic acid